7-(5-bromopyrimidin-2-yl)-5,6,7,8-tetrahydro-[1,2,4]triazolo[4,3-a]pyrazine BrC=1C=NC(=NC1)N1CC=2N(CC1)C=NN2